Dimethyl 2-(1-(2-methyl-1H-pyrrol-1-yl)cyclohexane-1-carbonyl)malonate CC=1N(C=CC1)C1(CCCCC1)C(=O)C(C(=O)OC)C(=O)OC